(E)-5-(4-chlorophenyl)-5-((4-methylpent-2-en-1-yl)oxy)-2,5-dihydro-3H-imidazo[2,1-a]isoindole ClC1=CC=C(C=C1)C1(N2C(C3=CC=CC=C13)=NCC2)OC\C=C\C(C)C